C(C)(C)(C)OC(=O)N1C(OC[C@@H]1COC1=C(C2=C(C(=N1)C#N)CC(C2)C=O)C)(C)C (4R)-4-[(1-cyano-6-formyl-4-methyl-6,7-dihydro-5H-cyclopenta[c]pyridin-3-yl)oxymethyl]-2,2-dimethyl-1,3-oxazolidine-3-carboxylic acid tert-butyl ester